C(C)(=O)OC[C@H]1O[C@H]([C@@H]([C@@H]1OC(C)=O)OC(C)=O)N1C2=NC(=NC(=C2N=C1)N1CC(CCC1)C1=CC=CC=C1)Cl [(2R,3R,4R,5R)-3,4-diacetoxy-5-[2-chloro-6-(3-phenyl-1-piperidyl)purin-9-yl]tetrahydrofuran-2-yl]methyl acetate